BrC1=CC(=C(C(=C1)F)C=1CCN(CC1)C(=O)OC(C)(C)C)F tert-butyl 4-(4-bromo-2,6-difluorophenyl)-3,6-dihydropyridine-1(2H)-carboxylate